C(C1=CC(OC)=C(O)C=C1)[NH-] vanillylamid